4-(azetidin-3-yl)-1-(2,4-dichlorophenyl)imidazole N1CC(C1)C=1N=CN(C1)C1=C(C=C(C=C1)Cl)Cl